3-cyano-5-methyl-1H-pyrrole C(#N)C1=CNC(=C1)C